1-(3-(8-amino-1-(7-methoxy-5-methylbenzo[b]thiophen-2-yl)imidazo[1,5-a]pyrazin-3-yl)azetidin-1-yl)prop-2-en-1-one NC=1C=2N(C=CN1)C(=NC2C2=CC1=C(S2)C(=CC(=C1)C)OC)C1CN(C1)C(C=C)=O